BrC1=CC2=C(N(C(=C2C(C)C)C=2C3=C(C=4N(C2)N=CN4)CCC3)C(=O)OC(C)(C)C)S1 tert-butyl 2-bromo-5-(8,9-dihydro-7H-cyclopenta[c][1,2,4]triazolo[1,5-a]pyridin-6-yl)-4-isopropyl-6H-thieno[2,3-b]pyrrole-6-carboxylate